(5RS)-3-[2-(3-chlorophenoxy)pyrrolo[1,2-b]pyridazin-3-yl]-5-[(2,4-dimethylphenyl)methyl]-5,6-dihydro-4H-1,2,4-oxadiazine ClC=1C=C(OC=2C(=CC=3N(N2)C=CC3)C3=NOC[C@H](N3)CC3=C(C=C(C=C3)C)C)C=CC1 |r|